2-amino-6-fluoropyrazolo[1,5-a]Pyrimidine-3-carboxylic acid ethyl ester C(C)OC(=O)C=1C(=NN2C1N=CC(=C2)F)N